CC1(CC1)C(=O)N1[C@@H](CN[C@H](C1)C1=CC=C(C=C1)N1CCN(CC1)C)C (1-methylcyclopropyl)-[(2R,5S)-2-methyl-5-[4-(4-methylpiperazin-1-yl)phenyl]piperazin-1-yl]methanone